1,2-bis[(2-methoxyphenyl)phenyl-phosphinyl]Ethane COC1=C(C=CC=C1)P(=O)(CCP(=O)(C1=CC=CC=C1)C1=C(C=CC=C1)OC)C1=CC=CC=C1